FC1=CC=2C(C=C(OC2C2=C1N(C(=N2)C(F)(F)F)C)C2CN(CC2)C(=O)OC(C)(C)C)=O tert-butyl 3-(4-fluoro-3-methyl-6-oxo-2-(trifluoromethyl)-3,6-dihydrochromeno[7,8-d]imidazol-8-yl)pyrrolidine-1-carboxylate